sodium (S)-3-(6-fluoro-3'-methoxybiphenyl-3-yl)-3-(3-(1-methyl-4-oxido-2-oxo-1,2-dihydro pyridin-3-yl)ureido)propanoate FC1=CC=C(C=C1C1=CC(=CC=C1)OC)[C@H](CC(=O)[O-])NC(=O)NC=1C(N(C=CC1[O-])C)=O.[Na+].[Na+]